C(C)(C)(C)C1=CC=C(C=C1)CC(C=O)C 3-(4-(tert-butyl)phenyl)-2-methylpropionaldehyde